BrC1=CC(=C(O[C@H](C(=O)[O-])C(C)C)C=C1)C1=NOCC1OCC (2S)-2-[4-bromo-2-(4-ethoxy-4,5-dihydroisoxazol-3-yl) phenoxy]-3-methylbutyrate